ditetradecyl 8,14-diimino-4,18-dithia-9,13-diazahenicosanedioate N=C(CCCSCCC(=O)OCCCCCCCCCCCCCC)NCCCNC(CCCSCCC(=O)OCCCCCCCCCCCCCC)=N